ClC1=CC(=C(C2=C1C[C@H](OC2=O)C)O)C(=O)N[C@H](C(=O)O)CC2=CC=CC=C2 (2S)-2-{[(3R)-5-chloro-8-hydroxy-3-methyl-1-oxo-3,4-dihydro-1H-2-benzopyran-7-carbonyl]amino}-3-phenylpropionic acid